ClC(C(C)(C)[Pd-2](P(=O)=O)(C1=CC=C(C=C1)N(C)C)C(C)(C)C)Cl dichlorodi-tert-butyl-(4-dimethylaminophenyl)phosphopalladium (II)